3-(2-Azidoethyl)-3-methyl-3H-diazirine N(=[N+]=[N-])CCC1(N=N1)C